NC=1N=CC2=C(N1)N(C=C2)C2=CC(=NC=C2)C#CC2(C(N(CCC2)C)=O)O 3-((4-(2-amino-7H-pyrrolo[2,3-d]pyrimidin-7-yl)pyridin-2-yl)ethynyl)-3-hydroxy-1-methylpiperidin-2-one